N1=CC(=CC=C1)CNS(=O)(=O)C=1C=C(C(=O)OCCNC(C2=CC=C(C=C2)C2=CC=NC=C2)=O)C=CC1 2-[[4-(4-Pyridyl)benzoyl]amino]ethyl 3-(3-pyridylmethylsulfamoyl)benzoat